CC1=CN(C(=O)N=C1N)[C@H]2C[C@@H]([C@H](O2)COP(=O)([O-])OP(=O)([O-])OP(=O)([O-])[O-])O The molecule is the 2'-deoxyribonucleoside triphosphate oxoanion that is 5-methyl-dCTP protonated to pH 7.3. It is a conjugate base of a 5-methyl-dCTP.